(3aR,4S,7R,7aS)-octahydro-1H-4,7-epoxyisoindole C1NC[C@@H]2[C@@H]3CC[C@H]([C@H]12)O3